7-chloro-8-fluoro-5-methoxy-2-(methylthio)pyrido[4,3-d]Pyrimidin-4(3H)-one ClC1=C(C=2N=C(NC(C2C(=N1)OC)=O)SC)F